8-((tert-butyldimethylsilyl)oxy)-5-((2R,3S)-2-methyl-3-((methylsulfonyl)methyl)azetidin-1-yl)-2-(methylthio)quinazoline [Si](C)(C)(C(C)(C)C)OC=1C=CC(=C2C=NC(=NC12)SC)N1[C@@H]([C@H](C1)CS(=O)(=O)C)C